CN(C(C(=O)OC)=O)C1COC2=C1C=CC(=C2)C2=CC=NN2C Methyl 2-(methyl(6-(1-methyl-1H-pyrazol-5-yl)-2,3-dihydrobenzofuran-3-yl)amino)-2-oxoacetate